2-(4-(trifluoromethyl)phenyl)octahydro-4H-pyrazino[1,2-a]pyrazin-4-one TFA salt OC(=O)C(F)(F)F.FC(C1=CC=C(C=C1)N1CC2N(C(C1)=O)CCNC2)(F)F